(R)-1-(bis(4-methoxybenzyl)amino)propan-2-ol COC1=CC=C(CN(C[C@@H](C)O)CC2=CC=C(C=C2)OC)C=C1